N1=CC(=CC=C1)C1=CC=C(N=N1)N 6-(pyridin-3-yl)pyridazin-3-amine